FC1=C(N=CC2=C1N=C(N=C2N2C[C@@H]1CC[C@H](C2)C1C(=O)OC1=C(C=CC=C1)F)OCC12CCCN2CCC1)C1=CC=CC2=CC=CC(=C12)F fluorophenyl (1R,5S,8r)-3-(8-fluoro-7-(8-fluoronaphthalen-1-yl)-2-((tetrahydro-1H-pyrrolizin-7a(5H)-yl)methoxy)pyrido[4,3-d]pyrimidin-4-yl)-3-azabicyclo[3.2.1]octane-8-carboxylate